3-(3-((8-chloro-[1,2,4]triazolo[4,3-a]pyridin-3-yl)thio)propoxy)-7-methoxy-2-(4-tolyl)-4H-chromen-4-one ClC=1C=2N(C=CC1)C(=NN2)SCCCOC2=C(OC1=CC(=CC=C1C2=O)OC)C2=CC=C(C=C2)C